CC1(OB(OC1(C)C)C=1C=C(C=CC1)C1(CC1)O)C 1-(3-(4,4,5,5-tetramethyl-1,3-dioxaborolan-2-yl)phenyl)cyclopropane-1-ol